FC=1C=C(C=CC1)[C@H](CNC(C[C@@H]1CC(N(CC1)C)=O)(C)C)O (R)-4-(2-(((R)-2-(3-Fluorophenyl)-2-hydroxyethyl)amino)-2-methyl-propyl)-1-methylpiperidin-2-one